1-((3s,5r)-1-propenoyl-5-(methoxymethyl)pyrrolidin-3-yl)-3-((6-fluoro-1-isopropyl-1H-benzo[d]imidazol-5-yl)ethynyl)-5-(methylamino)-1H-pyrazole-4-carboxamide C(C=C)(=O)N1C[C@H](C[C@@H]1COC)N1N=C(C(=C1NC)C(=O)N)C#CC1=CC2=C(N(C=N2)C(C)C)C=C1F